8-({4-[1-cyclopropyl-4-(trifluoromethyl)imidazol-2-yl]phenyl}methyl)-2-(4-cyclopropyl-6-methoxypyrimidin-5-yl)-6-(1-methyl-3,6-dihydro-2H-pyridin-4-yl)pyrido[2,3-d]pyrimidin-7-one C1(CC1)N1C(=NC(=C1)C(F)(F)F)C1=CC=C(C=C1)CN1C(C(=CC2=C1N=C(N=C2)C=2C(=NC=NC2OC)C2CC2)C=2CCN(CC2)C)=O